FC=1C=C(C=C(C1)F)[C@@H]1CC[C@H]2OC3(C(N21)=O)CCN(CC3)C3=CC=C(C=N3)C#N 6-[(5'S,7a'R)-5'-(3,5-difluorophenyl)-3'-oxotetrahydro-1H,3'H-spiro[piperidine-4,2'-pyrrolo[2,1-b][1,3]oxazol]-1-yl]pyridine-3-carbonitrile